methyl 3-amino-5-chloro-1-((2-(trimethylsilyl)ethoxy)methyl)-1H-pyrazolo[4,3-b]pyridine-7-carboxylate NC1=NN(C=2C1=NC(=CC2C(=O)OC)Cl)COCC[Si](C)(C)C